4-chloro-2-fluoro-N-[3-[(1S)-2-(4-fluoroanilino)-1-methyl-2-oxo-ethyl]-1-bicyclo[1.1.1]pentanyl]benzamide ClC1=CC(=C(C(=O)NC23CC(C2)(C3)[C@@H](C(=O)NC3=CC=C(C=C3)F)C)C=C1)F